4-(4-fluoro-2-methoxy-5-nitro-phenyl)-3,5-dimethyl-isoxazole FC1=CC(=C(C=C1[N+](=O)[O-])C=1C(=NOC1C)C)OC